O=C(C(=O)[O-])C.[Li+] lithium ketopropionate